CC1(NCCN(C1)C(C(NC1=NC=C(N=C1)OC1=C(C=C(C(=C1)F)F)F)=O)C)C 2,2-dimethyl-4-(1-oxo-1-((5-(2,4,5-trifluorophenoxy)pyrazin-2-yl)amino)propan-2-yl)piperazine